FC(C=1C=NC(=NC1)C=1C=NN(C1NC(O[C@H](C)C=1C(=NC=C(C1)F)F)=O)C)F (R)-1-(2,5-difluoropyridin-3-yl)ethyl (4-(5-(difluoromethyl)pyrimidin-2-yl)-1-methyl-1H-pyrazol-5-yl)carbamate